2-(phenylethynyl)phenol C1(=CC=CC=C1)C#CC1=C(C=CC=C1)O